(R)-N7-(3,4,5-Trifluorophenyl)-N1-(1,1,1-trifluoropropan-2-yl)-5,6-dihydroimidazo[1,5-a]pyrazine-1,7(8H)-dicarboxamide FC=1C=C(C=C(C1F)F)NC(=O)N1CC=2N(CC1)C=NC2C(=O)N[C@@H](C(F)(F)F)C